CC([NH-])C dimethylmethylamide